C(CC(C)C)OC1=NN(C2=C3C(=C(C=C12)O)C=CC=C3)C3=CC=CC=C3 3-(isopentyloxy)-1-phenyl-1H-benzo[g]indazol-5-ol